methyl (2S)-2-[[(2,3-difluorophenyl)methyl-[3-(2-methylpropoxy)-3-oxopropanoyl]amino]-methylamino]-3,3-dimethylbutanoate FC1=C(C=CC=C1F)CN(C(CC(=O)OCC(C)C)=O)N([C@H](C(=O)OC)C(C)(C)C)C